t-butyl (R)-7-oxo-3-(trifluoromethyl)-6,7,7a,8,10,11-hexahydropyrazino[1,2-a]pyrido[3,2-f][1,4]diazepin-9(5H)-carboxylate O=C1[C@@H]2N(C3=C(CN1)C=C(C=N3)C(F)(F)F)CCN(C2)C(=O)OC(C)(C)C